trimethylisophorone CC(C1=CC(=O)CC(C1)(C)C)(C)C